OC1(CCC(CC1)S(N)(=O)=O)CNC(OC(C)(C)C)=O tert-Butyl (((1s,4s)-1-hydroxy-4-sulfamoylcyclohexyl)methyl)carbamate